(((triethylsilyl)oxy)methyl)spiro[cyclopropane-1,5'-inden]-7'(6'H)-one C(C)[Si](OCC=1C=CC2=CC3(CC(C12)=O)CC3)(CC)CC